N-(1-(4-methoxyphenyl)cyclopropyl)pivalamide COC1=CC=C(C=C1)C1(CC1)NC(C(C)(C)C)=O